C(CCCCC)C=1C=C2C(=CC(=NC2=CC1)[C@@H]1[C@@H](C1)C(=O)O)C1=CC=CC=C1 (1R,2S)-2-(6-hexyl-4-phenylquinolin-2-yl)cyclopropane-1-carboxylic acid